aminomethyl-1-piperidinesulfonamide NCC1N(CCCC1)S(=O)(=O)N